C(C)(=O)OC1=C(C=CC(=C1)NC1COCC1)C(NC=1SC(=CN1)[N+](=O)[O-])=O 2-((5-nitrothiazol-2-yl)carbamoyl)-5-((tetrahydrofuran-3-yl)amino)phenyl acetate